non-aniotin [CH3+](CCCCCCCC)[Sn]